F[C@H]1C[C@H]2CC(CN2[C@@H]1C)=C (2s,3r,7ar)-2-fluoro-3-methyl-6-methylenetetrahydro-1H-pyrrolizin